2-(6-(1-((1S,2R,3S,5R)-2-fluoro-1,5-dimethyl-9-azabicyclo[3.3.1]nonan-3-yl)vinyl)-1,2,4-triazin-3-yl)-5-(1H-imidazol-1-yl)phenol F[C@H]1[C@@]2(CCC[C@](C[C@H]1C(=C)C1=CN=C(N=N1)C1=C(C=C(C=C1)N1C=NC=C1)O)(N2)C)C